4-bromo-3-cyclopropyl-5-(4-nitrophenyl)-1-((2-(trimethylsilyl)ethoxy)methyl)-1H-pyrazole BrC=1C(=NN(C1C1=CC=C(C=C1)[N+](=O)[O-])COCC[Si](C)(C)C)C1CC1